C(C)(C)(C)OC(=O)N1CCC(=C1)B1OC(C(O1)(C)C)(C)C 4-(4,4,5,5-tetramethyl-1,3,2-dioxaborolan-2-yl)-2,3-dihydropyrrole-1-carboxylic acid tert-butyl ester